C(C1=CC=CC=C1)OC=1C(=C(C=C(C1)CC1=CC=C(C=C1)S(=O)(=O)[O-])CC1=CC=C(C=C1)S(=O)(=O)[O-])C=O 5-(benzyloxy)-4-formyl-1,3-phenylenebis(4-toluenesulfonate)